C1=CC=C(C(=C1)OCl)Cl 2,7-dichlorophenol